CC1=C(C=C(C(=C1)OC1=CC=CC=C1)C)N=CN(C)CC N'-(2,5-dimethyl-4-phenoxyphenyl)-N-ethyl-N-methyl-methanimidamide